methyl 8-fluoroindolizine-2-carboxylate FC1=CC=CN2C=C(C=C12)C(=O)OC